2-[9-anthracenyl-(3,5-dimethyl-2H-pyrrol-2-ylidene)methyl]-3,5-dimethyl-1H-pyrrole C1=CC=CC2=CC3=CC=CC=C3C(=C12)C(C=1NC(=CC1C)C)=C1N=C(C=C1C)C